4-(5-bromo-2-(4-methylpiperazin-1-yl)phenyl)-6-chloropyrimidine-4,5-diamine BrC=1C=CC(=C(C1)C1(NC=NC(=C1N)Cl)N)N1CCN(CC1)C